BrC1=CC2=C(S1)C1(CC(NCC1)C=1N=NN(C1)C)OCC2 2-bromo-2'-(1-methyltriazol-4-yl)spiro[4,5-dihydrothieno[2,3-C]pyran-7,4'-piperidine]